[N+](=O)([O-])C1=CC=C(OCCOCCNN2C(C3=CC=CC=C3C2=O)=O)C=C1 2-(2-(2-(4-nitrophenoxy)ethoxy)ethylamino)isoindoline-1,3-dione